(2S,4R)-1-((4-(4-fluorophenoxy)benzoyl)glycyl)-4-(o-tolyl)pyrrolidine-2-carboxylic acid FC1=CC=C(OC2=CC=C(C(=O)NCC(=O)N3[C@@H](C[C@@H](C3)C3=C(C=CC=C3)C)C(=O)O)C=C2)C=C1